Cl.BrC1=CN=C(S1)CN (5-bromothiazol-2-yl)methylamine hydrochloride